CN1C(=NN=C1)SC(C)C1=CC(=NC=C1)C1=CC(=NO1)C1=CC=CC=C1 5-(4-(1-((4-methyl-4H-1,2,4-triazol-3-yl)thio)ethyl)pyridin-2-yl)-3-phenylisoxazole